C(C)(C)(C)OC(NC1=CC(=NC(=C1)C(F)(F)F)F)=O (2-fluoro-6-(trifluoromethyl)pyridin-4-yl)carbamic acid tert-butyl ester